BrC1=C(C=CC=C1)C1=CC(=CC=C1)Cl 2'-bromo-3-chlorobiphenyl